C(C)OC(=O)C1=C(N=C(N1)[C@H]1N(CCCC1)C(=O)OC(C)(C)C)C1=CC=C(C=C1)C(=O)OCC tert-butyl (S)-2-(5-(ethoxycarbonyl)-4-(4-(ethoxycarbonyl)phenyl)-1H-imidazol-2-yl)piperidine-1-carboxylate